FC1=C(COC2=CC=CC(=N2)C2=CC=C(CC3=NC4=C(N3CC3=NN=CN3CCC)C=C(C=C4)C(=O)OC)C=C2)C=CC(=C1)C(F)(F)F methyl 2-(4-(6-((2-fluoro-4-(trifluoromethyl)benzyl)oxy)pyridin-2-yl)benzyl)-1-((4-propyl-4H-1,2,4-triazol-3-yl)methyl)-1H-benzo[d]imidazole-6-carboxylate